tert-butyl N-[6-(4-cyanocyclohex-1-en-1-yl)thiazolo[4,5-b]pyrazin-2-yl]carbamate C(#N)C1CC=C(CC1)C=1N=C2C(=NC1)N=C(S2)NC(OC(C)(C)C)=O